N-stearoyl-L-glutamic acid aluminum [Al].C(CCCCCCCCCCCCCCCCC)(=O)N[C@@H](CCC(=O)O)C(=O)O